CN(C)CC=1C=C(OCCNC2=NC(=NC3=CC=CC=C23)N2CCCCC2)C=CC1 N-(2-(3-((dimethylamino)methyl)phenoxy)ethyl)-2-(piperidin-1-yl)quinazolin-4-amine